The molecule is a pentasaccharide derivative in which N-acetyl-alpha-D-galactosaminyl-(1->4)-N-acetyl-alpha-D-galactosaminyl-(1->4)-N-acetyl-alpha-D-galactosaminyl-(1->4)-N-acetyl-alpha-D-galactosaminyl-(1->4)-N-acetyl-alpha-D-galactosamine is linked glycosidically to biotin via a (21-oxo-3,6,9,12,15,18-hexaoxa-22-azapentacosan-1-yl)amino spacer. One of a set of synthesised biotinylated oligo-alpha-(1->4)-D-galactosamines comprising from two to six monosaccharide units, along with their N-acetylated derivatives (PMID:31913631), aimed at analysing the specificity of the antibody responses to a complex exopolysaccharide galactosaminogalactan found in Aspergillus fumigatus, the most important airborne human fungal pathogen in industrialized countries. It is a member of biotins and a pentasaccharide derivative. CC(=O)N[C@@H]1[C@H]([C@H]([C@H](O[C@@H]1O[C@H]2[C@H](O[C@@H]([C@@H]([C@H]2O)NC(=O)C)O[C@H]3[C@H](O[C@@H]([C@@H]([C@H]3O)NC(=O)C)O[C@H]4[C@H](O[C@@H]([C@@H]([C@H]4O)NC(=O)C)O[C@H]5[C@H](O[C@@H]([C@@H]([C@H]5O)NC(=O)C)OCCCNC(=O)CCOCCOCCOCCOCCOCCOCCNC(=O)CCCC[C@H]6[C@@H]7[C@H](CS6)NC(=O)N7)CO)CO)CO)CO)CO)O)O